FC1=CC=C(C=C1)[C@]1(CC=2C(=NC=C(C2)C(=O)N2C[C@H](CC2)N(C(C)=O)C)N1)C N-[(3S)-1-[(2R)-2-(4-fluorophenyl)-2-methyl-1H,2H,3H-pyrrolo[2,3-b]pyridine-5-carbonyl]-pyrrolidin-3-yl]-N-methylacetamide